(4-methyl)piperidine CC1CCNCC1